NC1=NC=C(C2=C1C=NN2)NC(C(=O)N([C@H](C)C(C)C)CC2=C(C=CC=C2)C)=O (R)-N1-(4-amino-1H-pyrazolo[4,3-c]pyridin-7-yl)-N2-(2-methylbenzyl)-N2-(3-methylbutan-2-yl)oxalamide